tri(isocyanatomethyl)cyclohexane N(=C=O)CC1C(CCCC1)(CN=C=O)CN=C=O